4-[(oxan-4-yl)amino]-1-(2,2,2-trifluoroethyl)-1H-indol O1CCC(CC1)NC1=C2C=CN(C2=CC=C1)CC(F)(F)F